C1(=CC=CC=C1)C(CC(SCCCCCCC(NC=1SC=C(N1)C1=CC=CC=C1)=O)=O)C S-(7-oxo-7-((4-phenylthiazol-2-yl)amino)heptyl) 3-phenylbutanethioate